8-[1-(2,2-difluoroethyl)-1H-pyrazolo[3,4-b]pyrazin-6-yl]-4-phenyl-2-[6-(trifluoromethyl)pyridin-3-yl]-2,8-diazaspiro[4.5]decan-1-one FC(CN1N=CC=2C1=NC(=CN2)N2CCC1(C(CN(C1=O)C=1C=NC(=CC1)C(F)(F)F)C1=CC=CC=C1)CC2)F